C(C)OC(=O)NC(N(CCOC1(CCCCC1)C(F)(F)F)C1=C(NC=C1)C(=O)OCC)=S ethyl 3-(3-(ethoxycarbonyl)-1-(2-((1-(trifluoromethyl) cyclohexyl) oxy) ethyl) thioureido)-1H-pyrrole-2-carboxylate